N-(3-fluoro-2-(1-methyl-1H-pyrazol-4-yl)pyridin-4-yl)-5-isopropyl-8-((2R,3S)-2-methyl-3-((methylsulfonyl)methyl)azetidin-1-yl)isoquinolin-3-amine FC=1C(=NC=CC1NC=1N=CC2=C(C=CC(=C2C1)C(C)C)N1[C@@H]([C@H](C1)CS(=O)(=O)C)C)C=1C=NN(C1)C